[4-amino-2-(6-oxa-3-azabicyclo[3.1.1]heptan-3-yl)phenyl]-(1,1-dioxo-1,4-thiazinan-4-yl)methanone NC1=CC(=C(C=C1)C(=O)N1CCS(CC1)(=O)=O)N1CC2OC(C1)C2